1,3-dihydroxypropan-2-yl (Z)-16-hydroxyhexadec-9-enoate OCCCCCC\C=C/CCCCCCCC(=O)OC(CO)CO